C(C1=CC=CC=C1)NC1=NC(=NN2C1=CC=C2C(C)C)N2C(=CC=1C(=CC=CC21)C#N)C 1-[4-(benzylamino)-7-(propan-2-yl)pyrrolo[2,1-f][1,2,4]triazin-2-yl]-2-methyl-1H-indole-4-carbonitrile